(S)-1-(2,4-difluoro-5-(2-(methylsulfinyl)ethoxy)phenyl)piperazine FC1=C(C=C(C(=C1)F)OCC[S@@](=O)C)N1CCNCC1